[5-[5-[(1R)-1-(3,5-dichloro-4-pyridyl)ethoxy]-1H-indazol-3-yl]-3-fluoro-2-pyridyl]-N-isobutyl-3-methyl-azetidin-3-amine ClC=1C=NC=C(C1[C@@H](C)OC=1C=C2C(=NNC2=CC1)C=1C=C(C(=NC1)N1CC(C1)(NCC(C)C)C)F)Cl